[Cl-].C[NH+]1CC2C3=C(CC1)C=CC=C3COC2 5-Methyl-3,3a,4,5,6,7-hexahydro-1H-isochromeno[4,5-cd]azepin-5-ium chloride